[Pb+2].[Sb]([O-])([O-])([O-])=O.[Na+].[K+] potassium-sodium antimonate lead